O1CCC2=C1C=CC(=C2)NC=2C=C(C=NC2OC)C2=CC=NC=C2 N-(2,3-dihydrobenzofuran-5-yl)-6-methoxy-[3,4'-bipyridin]-5-amine